COC1=NNC(=C1C(F)(F)F)C1=NCCCCCCC1 1-(3-methoxy-4-trifluoromethyl-1H-pyrazol-5-yl)azacyclononaneN